C(C1CC(C(CC1)N)C)C1CC(C(CC1)N)C 4,4'-methylenebis-(2-methyl-cyclohexaneamine)